ClC1=C(C=CC(=C1)Cl)N1N=C(CC1(C(=O)OCC)C)C(=O)OCC diethyl 1-(2,4-dichlorophenyl)-5-methyl-4,5-dihydro-1H-pyrazole-3,5-dicarboxylate